C(#CCC)C=1C=C(OC2=C(N=NN2)C(=O)O)C=CC1 5-(3-(but-1-ynyl)phenoxy)-1H-1,2,3-triazole-4-carboxylic acid